2-[(1S)-6-chloro-1-{[(3S)-oxan-3-yl]methyl}-1,3,4,9-tetrahydro-2H-pyrido[3,4-b]indol-2-yl]-5-fluoropyrimidine-4-carbonitrile ClC=1C=C2C3=C(NC2=CC1)[C@@H](N(CC3)C3=NC=C(C(=N3)C#N)F)C[C@H]3COCCC3